FC=1C=CC(=C(C1)C1N(C[C@@H](C1)O)C(=O)OC(C)(C)C)OCOC tert-butyl (4R)-2-(5-fluoro-2-(methoxymethoxy)phenyl)-4-hydroxypyrrolidine-1-carboxylate